2-[(7-fluoro-2-formyl-2,3-dihydro-1H-inden-5-yl)oxy]-N-methylacetamide FC=1C=C(C=C2CC(CC12)C=O)OCC(=O)NC